(trans)-3-{[2-(2,6-dioxopiperidin-3-yl)-1,3-dioxo-2,3-dihydro-1H-isoindol-4-yl](methyl)amino}cyclobutane-1-carboxylic acid O=C1NC(CCC1N1C(C2=CC=CC(=C2C1=O)N([C@@H]1C[C@H](C1)C(=O)O)C)=O)=O